[3-[(2-aminoethyl)amino]propyl]silanetriol NCCNCCC[Si](O)(O)O